[I-].C(CCCCC)[N+]1=CC=CC=C1 1-hexylpyridin-1-ium iodide